methyl 5-{[(6-chloro-2-oxo-1,2-dihydroquinolin-3-yl) methyl] amino}-6-oxo-1,6-dihydropyridine-3-carboxylate ClC=1C=C2C=C(C(NC2=CC1)=O)CNC1=CC(=CNC1=O)C(=O)OC